benzyloxy-4-pentene C(C1=CC=CC=C1)OCCCC=C